D(-)-lyxose C([C@H]([C@@H]([C@@H](C=O)O)O)O)O